N-((2-chlorophenyl)methyl)hydroxylamine ClC1=C(C=CC=C1)CNO